2-Benzyl-6-bromo-2,3,3a,4,7,7a-hexahydro-1H-isoindole-5-carbaldehyde C(C1=CC=CC=C1)N1CC2CC(=C(CC2C1)C=O)Br